BrC=1C2=C(N=NC1)C(=CS2)C 4-bromo-7-methylthieno[3,2-c]pyridazine